N-[4-fluoro-3-({2-[(1-methyl-1H-pyrazol-4-yl)amino]-5-[6-(morpholin-4-yl)pyridin-3-yl]pyrimidin-4-yl}amino)phenyl]prop-2-enamide FC1=C(C=C(C=C1)NC(C=C)=O)NC1=NC(=NC=C1C=1C=NC(=CC1)N1CCOCC1)NC=1C=NN(C1)C